(1-(4-(trifluorophenyl)phenylsulfonyl)piperidin-3-yl)methanone FC1=C(C(=C(C=C1)C1=CC=C(C=C1)S(=O)(=O)N1CC(CCC1)C=O)F)F